FC1=CC(=C(C=C1C=1C=NC(=NC1)N1CCOCC1)NC(=O)C1=CN(C(C=C1C(F)(F)F)=O)C)N1C[C@@H](CC1)N(C)C |r| N-[4-fluoro-5-(2-morpholin-4-ylpyrimidin-5-yl)-2-[rac-(3R)-3-(dimethylamino)pyrrolidin-1-yl]phenyl]-1-methyl-6-oxo-4-(trifluoromethyl)pyridine-3-carboxamide